NC1=NC(=C2C(=N1)N(N=C2)CC2=C(C=C(C=C2)N)F)C=2C(=C(C#N)C=CC2)F 3-(6-amino-1-(4-amino-2-fluorobenzyl)-1H-pyrazolo[3,4-d]pyrimidin-4-yl)-2-fluorobenzonitrile